dibenzyl-N-methylpiperidinium C(C1=CC=CC=C1)C1(CC[NH+](CC1)C)CC1=CC=CC=C1